ClC1=CC=C(S1)C(C#N)=C1CCN(CC1)C(=O)N1CCC(CC1)O 2-(5-chlorothiophen-2-yl)-2-(1-(4-hydroxypiperidine-1-carbonyl)piperidin-4-ylidene)acetonitrile